2-Ethoxy-N-iso-pentyl-1H-imidazole-1-carboxamide C(C)OC=1N(C=CN1)C(=O)NCCC(C)C